The molecule is a butan-4-olide having an amino substituent at the 2-position. It has a role as an Escherichia coli metabolite. It is a primary amino compound and a butan-4-olide. It is a conjugate base of a homoserinium lactone. C1COC(=O)C1N